2-(1-pyrrolyl)aniline N1(C=CC=C1)C1=C(N)C=CC=C1